(1S)-1-[(3aR,5R,6R,6aR)-6-hydroxy-2,2-dimethyl-3a,5,6,6a-tetrahydrofuro[2,3-d][1,3]dioxol-5-yl]ethane-1,2-diol O[C@@H]1[C@H](O[C@@H]2OC(O[C@@H]21)(C)C)[C@H](CO)O